C(=C)C=1C=C(C=O)C=CC1 3-VINYLBENZALDEHYDE